FC1(CCN(CC1)C1=NC(=CC=2N1C=CN2)NC(C2=C(C=C(C=C2)I)N2CCC1(CC1)CC2)=O)F N-(5-(4,4-difluoropiperidin-1-yl)imidazo[1,2-c]pyrimidin-7-yl)-4-iodo-2-(6-azaspiro[2.5]Octane-6-yl)benzamide